2-(1-cyclobutyl-1H-1,3-benzodiazol-2-yl)-5-hydroxy-1-methyl-6-oxo-N-(pyridazin-4-yl)-1,6-dihydropyrimidine-4-carboxamide C1(CCC1)N1C(=NC2=C1C=CC=C2)C=2N(C(C(=C(N2)C(=O)NC2=CN=NC=C2)O)=O)C